β-D-glucopyranose pentaacetate C(C)(=O)O[C@H]1[C@H](OC(C)=O)[C@@H](OC(C)=O)[C@H](OC(C)=O)[C@H](O1)COC(C)=O